4-chloro-N-(2-(4-(pyridin-2-yl)-1,9-dioxaspiro[5.5]undecan-4-yl)ethyl)-2,3-dihydro-1H-inden-1-amine ClC1=C2CCC(C2=CC=C1)NCCC1(CCOC2(C1)CCOCC2)C2=NC=CC=C2